C1(CCC1)CC=1N=CC2=C(N1)NC=C2C2=CC1=C(N=C(S1)C)C=C2 6-(2-(cyclobutylmethyl)-7H-pyrrolo[2,3-d]pyrimidin-5-yl)-2-methylbenzo[d]thiazole